3-amino-6-chloro-4-(7-chloro-1H-indazol-4-yl)-1H-benzo[h]quinolin-2-one NC=1C(NC2=C3C(=C(C=C2C1C1=C2C=NNC2=C(C=C1)Cl)Cl)C=CC=C3)=O